(S)-1-((6,7-dihydro-5H-indeno[5,6-d]thiazol-2-yl)amino)-1-oxopropan-2-yl 2-nitrobenzenesulfonate [N+](=O)([O-])C1=C(C=CC=C1)S(=O)(=O)O[C@H](C(=O)NC=1SC2=C(N1)C=C1CCCC1=C2)C